Cl.ClC1=NC(=C2C(=N1)NN=C2C)O[C@@H]2CNC[C@@H]2F (3R,4S)-3-({6-chloro-3-methyl-1H-pyrazolo[3,4-d]pyrimidin-4-yl}oxy)-4-fluoropyrrolidin hydrochloride